CCCCCCCCCCCCCC/C=C\\OC[C@H](COP(=O)([O-])OCC[NH3+])OC(=O)CCCCCCC/C=C\\C/C=C\\CCCCC The molecule is a 1-(alk-1-enyl)-2-acyl-sn-glycero-3-phosphoethanolamine zwitterion in which the alkenyl and acyl groups are specified as (1Z)-hexadecenyl and linoleoyl respectively. It is a 1-(Z)-alk-1-enyl-2-acyl-sn-glycero-3-phosphoethanolamine zwitterion and a 1-O-(1Z-hexadecenyl)-2-acyl-sn-glycero-3-phosphoethanolamine zwitterion. It is a tautomer of a 1-(1Z-hexadecenyl)-2-linoleoyl-sn-glycero-3-phosphoethanolamine.